C(CCCCCCC\C=C/CCCCCCCC)(=O)NCCNCCNC(CCCCCCC\C=C/CCCCCCCC)=O N,N''-dioleoyldiethylenetriamine